CC1(CCC2=[N+](C=CC(=C2O1)[N+](=O)[O-])[O-])C 2,2-dimethyl-8-nitro-3,4-dihydro-2H-pyrano[3,2-b]pyridine 5-oxide